CON(OC)C1=NC(=NC(=N1)N(OC)OC)N(OC)OC 2,4,6-tris(N,N-dimethoxyamino)-1,3,5-triazine